C(C1=CC=CC=C1)OC1=C(C(=C2C[C@@H](N(C2=C1)C(=O)OC(C)(C)C)CNCCCC)F)N(C(C(F)(F)F)=O)CC(=O)OC(C)(C)C tert-butyl (2R)-6-(benzyloxy)-5-[(2-tert-butoxy-2-oxoethyl)(trifluoroacetyl)amino]-2-[(butylamino)methyl]-4-fluoro-2,3-dihydro-1H-indole-1-carboxylate